[Cl-].CCCCCC[P+](C1=CC=CC=C1)(C1=CC=CC=C1)C1=CC=CC=C1 (6-hexyl)triphenyl-phosphonium chloride